C(C)(C)(C)OC(=O)N[C@H](CC(=O)OCC1=CC=CC=C1)C#N benzyl (R)-3-((tert-butoxy carbonyl)amino)-3-cyanopropanoate